6-benzyloxy-7-methoxy-3-ethyl-1-[(E)-2-(6-methyl-1,3-benzodioxol-5-yl)vinyl]-1,2,3,4-tetrahydroisoquinoline C(C1=CC=CC=C1)OC=1C=C2CC(NC(C2=CC1OC)\C=C\C1=CC2=C(OCO2)C=C1C)CC